N-[(2-aminoquinolin-7-yl)methyl]-3,3-difluoro-N-(2-methanesulfonylpyridin-3-yl)cyclobutane-1-carboxamide NC1=NC2=CC(=CC=C2C=C1)CN(C(=O)C1CC(C1)(F)F)C=1C(=NC=CC1)S(=O)(=O)C